[Si](C1=CC=CC=C1)(C1=CC=CC=C1)(C(C)(C)C)C1=C(C=CC=C1)[Si](Cl)(C1=CC=CC=C1)C(C)(C)C TBDPStert-butyldiphenylchlorosilane